FC1([C@H](CN(CC1)[C@H](C(=O)NC=1N=C2N(C1)C(CC2O)C2=CC(=CC(=C2)F)F)C)C2=CNC(C=C2)=O)F (2S)-2-((S)-4,4-difluoro-3-(6-oxo-1,6-dihydropyridin-3-yl)piperidin-1-yl)-N-(5-(3,5-difluorophenyl)-7-hydroxy-6,7-dihydro-5H-pyrrolo[1,2-a]imidazol-2-yl)propanamide